OC=1C(=CC2=CN(N=C2C1C)C)C=1N=C(C2=C(N1)C=CN(C2=O)[C@@H]2CCNC1(CC1)C2)C (R)-2-(6-hydroxy-2,7-dimethyl-2H-indazol-5-yl)-4-methyl-6-(4-azaspiro[2.5]octan-7-yl)pyrido[4,3-d]pyrimidin-5(6H)-one